(R)-N-((5-fluoro-6-(trifluoromethyl)pyridin-2-yl)(4-(trifluoro-methoxy)phenyl)methyl)-2-methylpropane-2-sulfinamide FC=1C=CC(=NC1C(F)(F)F)C(N[S@](=O)C(C)(C)C)C1=CC=C(C=C1)OC(F)(F)F